N-((3S,4S)-4-(3,4-Difluorophenyl)piperidin-3-yl)-2-fluoro-4-(1-methyl-1H-pyrazol-5-yl)benzamide FC=1C=C(C=CC1F)[C@H]1[C@@H](CNCC1)NC(C1=C(C=C(C=C1)C1=CC=NN1C)F)=O